(3S,4S)-3-((tert-butoxycarbonyl)amino)-4-hydroxycyclopentane-1-carboxylic acid C(C)(C)(C)OC(=O)N[C@H]1CC(C[C@@H]1O)C(=O)O